8-bromo-2-(4-chloro-2-fluorophenyl)-2,3-dihydrobenzo[b][1,4]dioxine BrC1=CC=CC2=C1OC(CO2)C2=C(C=C(C=C2)Cl)F